C(#N)C1=CC=C2C(=CNC2=C1P(=O)(C)C)C1=NC(=NC=C1C(F)(F)F)NC1CN(C(COC1)(C)C)C(=O)OC(C)(C)C tert-Butyl 6-((4-(6-cyano-7-(dimethylphosphoryl)-1H-indol-3-yl)-5-(trifluoromethyl)pyrimidine-2-yl)amino)-3,3-dimethyl-1,4-oxazepane-4-carboxylate